OC1=C(C(/C=C/C2=CC=CC=C2)=O)C=CC(=C1)OCC=C 2'-Hydroxy-4'-(allyloxy)chalcone